ClC1=C(C=CC=C1Cl)N1CCC(CC1)CCN([C@@H]1CC2=C(N=C(S2)N)CC1)CCC (S)-N6-(2-(1-(2,3-dichlorophenyl)piperidine-4-yl)ethyl)-N6-propyl-4,5,6,7-tetrahydrobenzo[d]thiazole-2,6-diamine